C(C1=CC=CC=C1)N1CN([C@H](C1)CC#N)C(=O)C=1N(C=CC=CC1)C(C1=CC=CC=C1)(C1=CC=CC=C1)C1=CC=CC=C1 2-((S)-1-benzyl-3-((R)-1-tritylazepine-2-carbonyl)imidazolidin-4-yl)acetonitrile